C(=O)O.CN(C1=NC=C(C=N1)C(=O)N)C1CCNCC1 2-(methyl(piperidin-4-yl)amino)pyrimidine-5-carboxamide formate